ethyl (1r,4r)-4-(4-(2-(3-(2,4-dioxotetrahydropyrimidin-1(2H)-yl)-4-methylphenoxy)acetyl)piperazin-1-yl)cyclohexane-1-carboxylate O=C1N(CCC(N1)=O)C=1C=C(OCC(=O)N2CCN(CC2)C2CCC(CC2)C(=O)OCC)C=CC1C